5-chloro-6-(4-(1-methyl-1H-pyrazol-4-yl)benzyl)-2-(tetrahydrofuran-2-ylmethyl)isoindolin-1-one ClC=1C=C2CN(C(C2=CC1CC1=CC=C(C=C1)C=1C=NN(C1)C)=O)CC1OCCC1